ethyl 9-[N-decyl-4-(dimethylamino)butanamido]-2,2-difluorooctadecanoate C(CCCCCCCCC)N(C(CCCN(C)C)=O)C(CCCCCCC(C(=O)OCC)(F)F)CCCCCCCCC